N1C=CC=2C1=NC=C(C2)OC2=C(C(=O)O)C=CC(=C2)N2CCC1(CC(C1)N1[C@@H](CCC1)C1=C(C=CC=C1)C(C)C)CC2 (S)-2-((1H-pyrrolo[2,3-b]pyridin-5-yl)oxy)-4-(2-(2-(2-isopropylphenyl)pyrrolidin-1-yl)-7-azaspiro[3.5]non-7-yl)benzoic acid